BrC=1C=C(SC1)C1(CC1)C=1NC(C=2CNCCCC2N1)=O 2-(1-(4-bromothiophen-2-yl)cyclopropyl)-3,5,6,7,8,9-hexahydro-4H-pyrimido[5,4-c]azepin-4-one